OC1=NC=2N(C=C1Br)N=CC2C(=O)OCC ethyl 5-hydroxy-6-bromopyrazolo[1,5-a]pyrimidine-3-carboxylate